C(C=1C(C(=O)O)=CC=CC1)(=O)NN(CS)C(=O)O N-Phthaloyl-aza-cysteine